CC(C(=O)[O-])(C)N1CCN(CC1)CC methyl-[4-ethyl-(piperazin-1-yl)]propanoate